N1N=CC2=CC=C(C=C12)C1=C(N=C(S1)N)C1=CC(=CC=C1)C(F)(F)F 5-(1H-indazol-6-yl)-4-(3-(trifluoromethyl)phenyl)thiazol-2-amine